C1=CC=C2C(=C1)C=CC=C2C#[N+][O-] naphthonitrile oxide